BrC1=NC(=NN1COCC[Si](C)(C)C)NCC1=CC=C(C=C1)OC 5-bromo-N-(4-methoxybenzyl)-1-((2-(trimethylsilyl)ethoxy)methyl)-1H-1,2,4-triazol-3-amine